8-(1-acetylpyrrolidin-3-yl)-3-ethyl-4-fluoro-2-(trifluoromethyl)chromeno[7,8-d]imidazol-6(3H)-one C(C)(=O)N1CC(CC1)C=1OC2=C(C(C1)=O)C=C(C=1N(C(=NC12)C(F)(F)F)CC)F